2-nitrophenyl octyl ether C(CCCCCCC)OC1=C(C=CC=C1)[N+](=O)[O-]